2-(4,5-Dihydro-2-oxazolyl)pyridine O1C(=NCC1)C1=NC=CC=C1